C1(=CC=CC=C1)C1=CC(=NC=C1)N1[C@H]2[C@@H](OCC1)CN(C2)C#N (4aR,7aS)-4-(4-phenylpyridin-2-yl)hexahydropyrrolo[3,4-b][1,4]Oxazine-6(2H)-carbonitrile